2-(4-cyanophenyl)-2-((R)-3-(4-(5,6,7,8-tetrahydro-1,8-naphthyridin-2-yl)butoxy)pyrrolidin-1-yl)acetic acid C(#N)C1=CC=C(C=C1)C(C(=O)O)N1C[C@@H](CC1)OCCCCC1=NC=2NCCCC2C=C1